3-[tert-butyl(dimethyl)silyl]oxy-N-[[6-[3-(2-chloro-4-fluoro-benzoyl)-3,8-diazabicyclo[3.2.1]octan-8-yl]-4-(2,2-dimethylpropylsulfonyl)-2-pyridyl]methyl]-3-methyl-butanamide [Si](C)(C)(C(C)(C)C)OC(CC(=O)NCC1=NC(=CC(=C1)S(=O)(=O)CC(C)(C)C)N1C2CN(CC1CC2)C(C2=C(C=C(C=C2)F)Cl)=O)(C)C